4,4-dimethyl-1-vinylcyclohex-1-ene CC1(CC=C(CC1)C=C)C